N1=CNC(C=2C1=CSC2)=O thieno[3,4-d]pyrimidin-4-one